ClC=1C=CC=C2C(NC(=NC12)C1CCNCC1)=O 8-chloro-2-(piperidin-4-yl)quinazolin-4(3H)-one